5-Formyl-1-(3-hydroxy-1-methylpropyl)-4-methyl-1H-indole-2-carbonitrile C(=O)C=1C(=C2C=C(N(C2=CC1)C(CCO)C)C#N)C